ClC1=C2C=NN(C2=C(C=C1)C(=O)NC1CC2(CCC2)C1)CC1=CC=C(C=C1)C=1SC=CN1 (Sa)-6-(4-Chloro-1-(4-(thiazol-2-yl)benzyl)-1H-indazol-7-carboxamido)spiro[3.3]heptan